CC1=CC=CC(=N1)C1=NNC=C1C=1N=C2C=C(C=NC2=CC1)N1CC(CC1)N 1-[6-[3-(6-methyl-2-pyridyl)-1H-pyrazol-4-yl]-1,5-naphthyridin-3-yl]pyrrolidin-3-amine